((2-(1,1-dioxidothiomorpholino)ethyl)azanediyl)bis(heptane-7,1-diyl) bis(4,4-bis(((Z)-oct-5-en-1-yl)oxy)butanoate) C(CCC\C=C/CC)OC(CCC(=O)OCCCCCCCN(CCCCCCCOC(CCC(OCCCC\C=C/CC)OCCCC\C=C/CC)=O)CCN1CCS(CC1)(=O)=O)OCCCC\C=C/CC